1-allyl-2-(3,4-dichlorophenyl)benzimidazole C(C=C)N1C(=NC2=C1C=CC=C2)C2=CC(=C(C=C2)Cl)Cl